5-hydroxy-1-(3-methoxybenzyl)hydantoin OC1C(NC(N1CC1=CC(=CC=C1)OC)=O)=O